N,N-dimethylamino-2-ethyl methacrylate C(C(=C)C)(=O)OC(C)N(C)C